C1(CC1)CN1C(N(CC1)C1=CC=C(C=C1)O)=O 1-(cyclopropylmethyl)-3-(4-hydroxyphenyl)imidazolidin-2-one